1-(4-(5-methoxy-1H-benzo[d][1,2,3]triazol-1-yl)phenyl)-N-methyl-methylamine hydrochloride Cl.COC1=CC2=C(N(N=N2)C2=CC=C(C=C2)CNC)C=C1